CC1=CC=C(N=N1)NC1=CC2=C(N(C=N2)C2=CC=C(C(=N2)C=2C=NN(C2C)CC(F)(F)F)C(C)=O)C=C1 1-[6-[5-[(6-methylpyridazin-3-yl)amino]benzimidazol-1-yl]-2-[5-methyl-1-(2,2,2-trifluoroethyl)pyrazol-4-yl]-3-pyridyl]ethanone